BrCC\C=C/CCCCCCCCCC(OCCC)OCCC (3Z)-1-bromo-14,14-dipropoxy-3-tetradecene